FC1=C(C=CC=2N(N=NC21)C)/C=C/C(=O)OCC ethyl (2E)-3-(4-fluoro-1-methyl-1H-benzotriazol-5-yl)prop-2-enoate